FC(C1(NNC=C1)C(=O)O)F 3-(difluoro-methyl)-1H-pyrazole-carboxylic acid